6-(azetidin-3-yloxy)-2-thieno[2,3-c]pyridin-5-yl-3H-quinazolin-4-one N1CC(C1)OC=1C=C2C(NC(=NC2=CC1)C=1C=C2C(=CN1)SC=C2)=O